2,2'-{(7-benzyl-1,4,7-triazonane-1,4-diyl)bis[methylene(2-hydroxy-5-methyl-3,1-phenylene)methyleneoxy]}di(propane-1,3-diol) C(C1=CC=CC=C1)N1CCN(CCN(CC1)CC=1C(=C(C=C(C1)C)COC(CO)CO)O)CC=1C(=C(C=C(C1)C)COC(CO)CO)O